trimesityl phosphate P(=O)(OC1=C(C=C(C=C1C)C)C)(OC1=C(C=C(C=C1C)C)C)OC1=C(C=C(C=C1C)C)C